C1(CCCCC1)CC1=CC(=NC=C1B1OC(C(O1)(C)C)(C)C)C1CC(C1)(F)F 4-(Cyclohexylmethyl)-2-(3,3-difluorocyclobutyl)-5-(4,4,5,5-tetramethyl-1,3,2-dioxaborolan-2-yl)pyridine